ClC1=CC2=C(N=N1)NC(C2)(C)C2CN(C2)C(=O)OCC2=CC=CC=C2 benzyl 3-(3-chloro-6-methyl-6,7-dihydro-5H-pyrrolo[2,3-c]pyridazin-6-yl)azetidine-1-carboxylate